BrC=1C(=C(C(=O)N(C)C)C=CC1)Cl 3-bromo-2-chloro-N,N-dimethyl-benzamide